(4S)-4-(tert-butoxycarbonylamino)-5-hydroxy-pentanoic acid benzyl ester C(C1=CC=CC=C1)OC(CC[C@@H](CO)NC(=O)OC(C)(C)C)=O